5-(2,4-difluoro-phenyl)-[1,3,4]oxadiazole FC1=C(C=CC(=C1)F)C1=NN=CO1